6-chloro-7-ethoxy-4-(3-(4-fluorophenyl)-1-methyl-1H-pyrazol-4-yl)pyrido[3,2-d]pyrimidine ClC=1C(=CC=2N=CN=C(C2N1)C=1C(=NN(C1)C)C1=CC=C(C=C1)F)OCC